C(C=C)(=O)O[Zn]OC(C(=C)C)=O acryloyloxy-methacryloyloxy-zinc